1-(4-((3-((4-Methoxyphenyl)thio)propyl)amino)butyl)cyclopropan-1-ol COC1=CC=C(C=C1)SCCCNCCCCC1(CC1)O